FC=1C=C(C#N)C=C(C1)OC1=C(C2=C(C(N(S2(=O)=O)C(C)C)=O)C=C1)C 3-fluoro-5-((2-isopropyl-7-methyl-1,1-dioxido-3-oxo-2,3-dihydrobenzo[d]isothiazol-6-yl)oxy)benzonitrile